ClC=1C=C(C=CC1)C1=C(C(=CC=C1)C[C@@H]1N(CC([C@@H]1NS(=O)(=O)C)(F)F)C(C(C)(C)O)=O)F N-[(2S,3R)-2-[(3'-chloro-2-fluoro[1,1'-biphenyl]-3-yl)methyl]-4,4-difluoro-1-(2-hydroxy-2-methylpropanoyl)pyrrolidin-3-yl]methanesulfonamide